C1[C@H]2N(CCN1C1=C(CN3CCCC34CCN(CC4)C(=O)N4N=C(C=C4)C(=O)O)C=CC(=C1)C(F)(F)F)CCC2 (S)-1-(1-(2-(hexahydropyrrolo[1,2-a]pyrazin-2(1H)-yl)-4-(trifluoromethyl)benzyl)-1,8-diazaspiro[4.5]decane-8-carbonyl)-1H-pyrazole-3-carboxylic acid